C(C)(C)C1CCC(CC1)N1CCC(CC1)N1C(C(C2=CC=CC=C12)CC(=O)NOC)=O 2-(1-(1-((1s,4s)-4-isopropylcyclohexyl)piperidin-4-yl)-2-oxoindolin-3-yl)-N-methoxy-acetamide